1-([1,1'-biphenyl]-4-yl)-2-methyl-2-morpholinopropan-1-one C1(=CC=C(C=C1)C(C(C)(N1CCOCC1)C)=O)C1=CC=CC=C1